COC([C@H]([C@H](C1=CC(=NC=C1)OCC1CCNCC1)C1CC1)C)=O (2S,3R)-3-cyclopropyl-2-methyl-3-(2-(piperidin-4-ylmethoxy)pyridin-4-yl)propionic acid methyl ester